(S,RS)-5-(1-hydroxyethyl)-1-(2'-methyl-[1,1'-biphenyl]-4-carbonyl)pyrrolidin-3-one O[C@H](C)[C@@H]1CC(CN1C(=O)C1=CC=C(C=C1)C1=C(C=CC=C1)C)=O |&1:1|